(R)-1-(1-(4-(azepan-1-yl)phenyl)-2-hydroxyethyl)-3-(2-ethynylthiazol-4-yl)urea N1(CCCCCC1)C1=CC=C(C=C1)[C@H](CO)NC(=O)NC=1N=C(SC1)C#C